FC(S(=O)(=O)O[C@H](C(=O)OC)CCC(=O)OC)(F)F dimethyl (2S)-2-{[(trifluoromethyl)sulfonyl]oxy}pentanedioate